C(C)(C)C1=CC=C(C=C1)N1N=C(C=2C1=NC=C(C2)NC(C=C)=O)C N-(1-(4-isopropylphenyl)-3-methyl-1H-pyrazolo[3,4-b]pyridin-5-yl)acrylamide